C(CC)C1CCC(CC1)C1=CC=C(C=C1)C1=CC=CC=C1 4-(4-propylcyclohexyl)-1,1'-biphenyl